4-(7-(4-(pyrrolidin-3-yl)phenyl)heptyl)benzamidine N1CC(CC1)C1=CC=C(C=C1)CCCCCCCC1=CC=C(C(=N)N)C=C1